C(C1=CC=CC=C1)N1CCN(CC1)C(=O)OC(C)(C)C tert-butyl 4-benzylpiperazine-1-carboxylate